triethylene Glycol di(2-ethylpentanoate) C(C)C(C(=O)OCCOCCOCCOC(C(CCC)CC)=O)CCC